S1C(=NC2=C1C=CC=C2)NC(=O)C=2C=CC=C1CCN(CC21)C2=CC=C(C(=N2)C(=O)OC(C)(C)C)C2=C(C(=CC=C2)OCCCCCC(=O)OC)C tert-butyl 6-[8-(1,3-benzothiazol-2-ylcarbamoyl)-3,4-dihydro-1H-isoquinolin-2-yl]-3-[3-(6-methoxy-6-oxo-hexoxy)-2-methyl-phenyl]pyridine-2-carboxylate